di-neopentyl succinate C(CCC(=O)OCC(C)(C)C)(=O)OCC(C)(C)C